OCCN(CCCCCCCC(=O)OC(CCCCCCCC)CCCCCCCC)CCCCCCOC(=O)OCCC(CCCCC)CCCCC Heptadecan-9-yl 8-((2-hydroxyethyl)(6-((((3-pentyloctyl)oxy)carbonyl)oxy)hexyl)amino)octanoate